(E)-1-(6-Methoxy-1-indanylidene)-1-fluoro-3-methoxy-2-propanone COC1=CC=C2CC/C(/C2=C1)=C(/C(COC)=O)\F